citric acid, Thiocyanate C(CC(O)(C(=O)SC#N)CC(=O)SC#N)(=O)SC#N